acrylic acid 2-(10-propenoyl-11-(cyanomethyl)-4-fluoro-7-methyl-8-oxo-8,8a,9,10,11,12-hexahydro-7H-pyrazino[1',2':4,5]pyrazino[2,3-c][1,6]naphthyridin-3-yl)-3-fluorophenyl ester C(C=C)(=O)N1CC2N(C3=C(C=NC4=C(C(=NC=C34)C3=C(C=CC=C3F)OC(C=C)=O)F)N(C2=O)C)CC1CC#N